(3S)-6-methylazepan-3-amine CC1CC[C@@H](CNC1)N